FC1OC2=C(N(C1=O)CC#C)C=C(C=C2)N2C(N(C(C2=O)=O)CCC)=S fluoro-3-oxo-4-(prop-2-yn-1-yl)-3,4-dihydro-2H-1,4-benzoxazin-6-yl-1-3-propyl-2-thioxoimidazolidine-4,5-dione